NC1=C(C(=NC=N1)OC1=C(C(=C(C=C1)NC(=O)C=1C(N(C=CC1)C1=CC=C(C=C1)F)=O)F)F)Cl N-(4-((6-amino-5-chloropyrimidin-4-yl)oxy)-2,3-difluorophenyl)-1-(4-fluorophenyl)-2-oxo-1,2-dihydropyridine-3-carboxamide